3,7-dimethyl-2,6-octadiene-1-aldehyde CC(=CC=O)CCC=C(C)C